C1(CC1)CN1C(=CC=2C1=NC=CC2)C2=NC1=C(N2C2CCNCC2)C(=CC(=C1)C(=O)N1[C@@H]2CC[C@H](C1)[C@H]2N)OC (1R,4R,7R)-2-{2-[1-(cyclopropylmethyl)-1H-pyrrolo[2,3-b]pyridin-2-yl]-7-methoxy-1-(piperidin-4-yl)-1H-1,3-benzodiazole-5-carbonyl}-2-azabicyclo[2.2.1]heptan-7-amine